2,6-dimethyl-1H-pyrrolo[3,2-c]Pyridine CC1=CC=2C=NC(=CC2N1)C